OC(C(=O)C1=CC=C(C=C1)C(C1=CC=C(C=C1)C(C(C)(C)O)=O)=O)(C)C 2-hydroxy-1-(4-(4-(2-hydroxy-2-methylpropionyl)benzoyl)phenyl)-2-methylpropan-1-one